NC(C(=O)OCC)(CC1=CC=CC=C1)C1=CC=CC=C1 ethyl 2-amino-2,3-diphenylpropionate